BrC1=CC=C(C(=N1)OCC1=C(C=C(C#N)C=C1)F)F 4-(((6-bromo-3-fluoropyridin-2-yl)oxy)methyl)-3-fluorobenzonitrile